5-[4-[(5-fluoro-2-isopropyl-3-oxo-4H-quinoxalin-6-yl)methyl]Piperazin-1-yl]-N,6-dimethyl-pyridine-2-carboxamide FC1=C2NC(C(=NC2=CC=C1CN1CCN(CC1)C=1C=CC(=NC1C)C(=O)NC)C(C)C)=O